8-(4-benzoylphenyl)-N-methyl-6,9-dioxo-5-(4-(trifluoromethyl)benzyl)-2,5,8-triazaspiro[3.5]-nonane-2-carboxamide C(C1=CC=CC=C1)(=O)C1=CC=C(C=C1)N1CC(N(C2(CN(C2)C(=O)NC)C1=O)CC1=CC=C(C=C1)C(F)(F)F)=O